COC=1C=C(OC2=C(C(=C(C(=C2[2H])[2H])[2H])[2H])NC(=O)CNC(OC(C)(C)C)=O)C=CC1 tert-butyl {[2-(3-methoxyphenoxy)-phenyl-3,4,5,6-d 4-carbamoyl]-methyl}-carbamate